ClC1=NC(=NC=C1C#N)N[C@H]1C[C@H](CCC1)N1C=NC2=C1C=CC(=C2)C#N 1-((1S,3R)-3-((4-chloro-5-cyanopyrimidin-2-yl)amino)cyclohexyl)-1H-benzo[d]imidazole-5-carbonitrile